tert-butyl 2-(3-(((2-(ethoxycarbonyl)-1H-pyrrol-3-yl)amino)methyl)pyridin-2-yl)piperidine-1-carboxylate C(C)OC(=O)C=1NC=CC1NCC=1C(=NC=CC1)C1N(CCCC1)C(=O)OC(C)(C)C